(Z)-2-fluoro-3-(7-fluoro-1H-indazol-6-yl)-N-(5-methoxy-2,4-dimethylpyridin-3-yl)acrylamide F\C(\C(=O)NC=1C(=NC=C(C1C)OC)C)=C/C1=CC=C2C=NNC2=C1F